3-((difluoromethoxy)-methyl)azetidine-1-sulfonyl chloride FC(OCC1CN(C1)S(=O)(=O)Cl)F